5-{2-amino-[1,2,4]triazolo[1,5-a]pyridin-7-yl}-2-methoxy-6-methyl-N-{2-[3-(trifluoromethoxy)phenyl]ethyl}pyridine-3-carboxamide NC1=NN2C(C=C(C=C2)C=2C=C(C(=NC2C)OC)C(=O)NCCC2=CC(=CC=C2)OC(F)(F)F)=N1